C[C@H]1N(CCN(C1)C=1C=CC=2N=CN=C(C2N1)NC1=CC(=C(C=C1)CC1=CC2=C(N(C=N2)C)C=C1)C)C(=O)OC(C)(C)C Tert-butyl (R)-2-methyl-4-(4-((3-methyl-4-((1-methyl-1H-benzo[d]imidazol-5-yl)methyl)phenyl)amino) pyrido[3,2-d]pyrimidin-6-yl)piperazine-1-carboxylate